ClC1=NC(=C2N=C(N(C2=N1)C[C@H]1OCCC1)C)N1C[C@H](N(C[C@@H]1C)C(=O)OC(C)(C)C)C tert-butyl (2R,5S)-4-(2-chloro-8-methyl-9-(((S)-tetrahydrofuran-2-yl)methyl)-9H-purin-6-yl)-2,5-dimethylpiperazine-1-carboxylate